R-(-)-2-(3-chlorophenyl)-2-[(2-piperidine-4-ylethyl)amino]-N-(2-pyridine-4-ylethyl)acetamid ClC=1C=C(C=CC1)[C@H](C(=O)NCCC1=CC=NC=C1)NCCC1CCNCC1